9-(2-fluorophenyl)-3-methyl-13-(morpholin-4-Carbonyl)-16-thia-2,4,5,8-tetraazatetracyclo[8.6.0.02,6.011,15]Hexadeca-1(10),3,5,11(15)-tetraene FC1=C(C=CC=C1)C1NCC2=NN=C(N2C=2SC=3CC(CC3C12)C(=O)N1CCOCC1)C